ClC=1C=C(C=CC1F)NC(N(CC1=NNC(=C1)C(F)(F)F)C1=CN=NC(=C1)OC)=O (3-Chloro-4-fluorophenyl)-1-(6-methoxypyridazin-4-yl)-1-((5-(trifluoromethyl)-1H-pyrazol-3-yl)methyl)urea